2-[[2,5-difluoro-4-[6-[[4-(trifluoromethyl)-2-thienyl]methoxy]-2-pyridyl]phenyl]methyl]-3-[[(2S)-oxetan-2-yl]methyl]benzimidazole-5-carboxylic acid FC1=C(C=C(C(=C1)C1=NC(=CC=C1)OCC=1SC=C(C1)C(F)(F)F)F)CC=1N(C2=C(N1)C=CC(=C2)C(=O)O)C[C@H]2OCC2